(4-(4-amino-7-(1-isobutyrylpiperidin-4-yl)quinazolin-5-yl)phenyl)carbamic acid tert-butyl ester C(C)(C)(C)OC(NC1=CC=C(C=C1)C1=C2C(=NC=NC2=CC(=C1)C1CCN(CC1)C(C(C)C)=O)N)=O